3-(1-oxobutan-2-yl)azetidine-1-carboxylic acid tert-butyl ester C(C)(C)(C)OC(=O)N1CC(C1)C(C=O)CC